(4-(trifluoromethyl)phenoxy)naphthalen-2-amine FC(C1=CC=C(OC2=C(C=CC3=CC=CC=C23)N)C=C1)(F)F